FC1=C(C(=CC=C1)C=1CCN(CC1)C(CF)C)NC(=O)N1CCC(CC1)C1=CC=C(C=C1)C N-{2-fluoro-6-[1-(1-fluoropropan-2-yl)-1,2,3,6-tetrahydropyridin-4-yl]phenyl}-4-(4-methylphenyl)piperidine-1-Carboxamide